CC=1SC=C(N1)C1=CC=C(C(=O)O)C=C1 4-(2-Methyl-1,3-thiazol-4-yl)benzoic acid